O[In] monohydroxyl-indium